(2S)-{[(2S,5R)-2-carbamoyl-3-methyl-7-oxo-1,6-diazabicyclo[3.2.1]Oct-3-en-6-yl]Oxy}(fluoro)acetic acid lithium salt [Li+].C(N)(=O)[C@H]1N2C(N([C@H](C=C1C)C2)O[C@H](C(=O)[O-])F)=O